arabinose trifluoroacetyl imine FC(C(=O)N=C[C@@H](O)[C@H](O)[C@H](O)CO)(F)F